N1-((5-bromothiophen-2-yl)sulfonyl)-4-chloro-2-hydroxy-N3-methyl-isophthalamide BrC1=CC=C(S1)S(=O)(=O)NC(C1=C(C(C(=O)NC)=C(C=C1)Cl)O)=O